NCNC(=O)C=1C([C@]2(C(=C3C(C4=C(C(=CC(=C4C[C@H]3C[C@H]2[C@@H](C1O)N(C)C)N(C)C)CN)O)=O)O)O)=O (4S,4aS,5aR,12aS)-N,9-bis(aminomethyl)-4,7-bis(dimethylamino)-3,10,12,12a-tetrahydroxy-1,11-dioxo-1,4,4a,5,5a,6,11,12a-octahydrotetracene-2-carboxamide